(3R,4S)-3-fluoro-1-(4-((5-isopropyl-8-((S)-2-methylazetidin-1-yl)-2,7-naphthyridine-3-yl)amino)pyrimidin-2-yl)piperidin-4-ol F[C@@H]1CN(CC[C@@H]1O)C1=NC=CC(=N1)NC=1N=CC2=C(N=CC(=C2C1)C(C)C)N1[C@H](CC1)C